C(#N)C(C(=O)OCC)(C(C(=O)OCC)CCCC)CCCC diethyl 2-cyano-2,3-di-n-butylsuccinate